N-(4-tert-butylphenyl)-4-(3-chloropyridin-2-yl)piperazine-1-carboxamide C(C)(C)(C)C1=CC=C(C=C1)NC(=O)N1CCN(CC1)C1=NC=CC=C1Cl